5-METHYL-2-(PROP-2-YN-1-YLOXY)BENZALDEHYDE CC=1C=CC(=C(C=O)C1)OCC#C